Methyl-(5-methyl-4-oxohexyl)carbamic acid tert-butyl ester C(C)(C)(C)OC(N(CCCC(C(C)C)=O)C)=O